trisethylsilane C(C)[SiH](CC)CC